5-chloro-N-[(3R)-8-cyano-7-{3,8-diazabicyclo[3.2.1]octan-3-yl}-5-fluoro-3,4-dihydro-2H-1-benzopyran-3-yl]-7-ethyl-7H-pyrrolo[2,3-c]pyridazine-3-carboxamide ClC1=CN(C=2N=NC(=CC21)C(=O)N[C@H]2COC1=C(C2)C(=CC(=C1C#N)N1CC2CCC(C1)N2)F)CC